C(=C)[B-]1(OB(OB(O1)C=C)C=C)[N+]1=CC=CC=C1 1-(2,4,6-trivinyl-1,3,5-trioxa-4,6-dibora-2-boranuidacyclohex-2-yl)pyridin-1-ium